C(CCC)SCCC(C(=O)OC)O methyl 4-(butylsulfanyl)-2-hydroxybutyrate